C(C)OC(CCC(=O)C1=NC(=CC(=C1O)C#N)C1=CC=C(C=C1)C(F)(F)F)=O 4-[4-Cyano-3-hydroxy-6-(4-trifluoromethyl-phenyl)-pyridin-2-yl]-4-oxo-butyric acid ethyl ester